6-(2-(1H-tetrazol-5-yl)phenyl)-N2-benzyl-N4-(3-fluoro-6-(trifluoromethyl)pyridin-2-yl)-N2-isobutylpyridine-2,4-diamine N1N=NN=C1C1=C(C=CC=C1)C1=CC(=CC(=N1)N(CC(C)C)CC1=CC=CC=C1)NC1=NC(=CC=C1F)C(F)(F)F